(R)-N-(2-(4-allylpiperazin-1-yl)-4-methoxy-5-((6-(3-(3-(trifluoromethyl)phenyl)isoxazolidin-2-yl)pyrimidin-4-yl)amino)phenyl)acrylamide C(C=C)N1CCN(CC1)C1=C(C=C(C(=C1)OC)NC1=NC=NC(=C1)N1OCC[C@@H]1C1=CC(=CC=C1)C(F)(F)F)NC(C=C)=O